OC[C@H](C1=CC=CC=C1)NC(=O)NC1=CC=C(C=C1)C1=CC=NC=C1 N-[(1S)-2-Hydroxy-1-phenylethyl]-N'-[4-(4-pyridinyl)phenyl]-urea